FC=1C(=C(C=CC1F)C(=O)N1CC(C1)(O)C1NCCCC1)NC1=C(C=C(C=C1)I)F 1-({3,4-difluoro-2-[(2-fluoro-4-iodophenyl)amino]phenyl}carbonyl)-3-piperidin-2-ylazetidin-3-ol